5-(3'-chloro-2',5-difluoro-[1,1'-biphenyl]-2-yl)-3-(4-(1-methyl-4-(trifluoromethyl)-1H-imidazol-2-yl)phenyl)-1,2,4-oxadiazole ClC=1C(=C(C=CC1)C1=C(C=CC(=C1)F)C1=NC(=NO1)C1=CC=C(C=C1)C=1N(C=C(N1)C(F)(F)F)C)F